phenyl (3-cyano-5-methyl phenyl)carbamate C(#N)C=1C=C(C=C(C1)C)NC(OC1=CC=CC=C1)=O